3-(5-methyl-1,3-thiazol-2-yl)-5-[(2R)-morpholin-2-ylmethoxy]benzoic acid trifluoroacetate FC(C(=O)O)(F)F.CC1=CN=C(S1)C=1C=C(C(=O)O)C=C(C1)OC[C@H]1CNCCO1